methyl (1S,3S)-3-((6-(5-(hydroxymethyl)-1-methyl-1H-1,2,3-triazol-4-yl)pyridin-3-yl)oxy)cyclohexane-1-carboxylate OCC1=C(N=NN1C)C1=CC=C(C=N1)O[C@@H]1C[C@H](CCC1)C(=O)OC